NN1C(=NNC1=S)CN1C=NC2=CC=CC=C2C1=O 3-[(4-Amino-5-thioxo-4,5-dihydro-1H-1,2,4-triazol-3-yl)methyl]quinazolin-4(3H)-on